C1(CC1)O[C@@H]1[C@H](C[C@@H](OC1)C(=O)N1[C@H](C2=CC=CC=C2CC1)C1=CC=C(C=C1)F)O ((2R,4S,5S)-5-cyclopropoxy-4-hydroxytetrahydro-2H-pyran-2-yl)((S)-1-(4-fluorophenyl)-3,4-dihydroisoquinolin-2(1H)-yl)methanone